FC=1C=C(C=CC1C)N1N=C2N=CN=C(C2=C1)N1C[C@H](CCC1)C(=O)NCC1=CC2=C(SC=C2F)C=C1 (S)-1-(2-(3-fluoro-4-methylphenyl)-2H-pyrazolo[3,4-d]pyrimidin-4-yl)-N-((3-fluorobenzo[b]thiophen-5-yl)methyl)piperidine-3-carboxamide